C1[C@H]([C@@H]([C@H]([C@@H](O1)O)O)O)O[C@H]2[C@@H]([C@H]([C@H]([C@H](O2)CO)O)O)O The molecule is a glycosylxylose that is beta-D-xylopyranose in which the hydroxy group at position 4 has been converted into the corresponding beta-D-galactopyranoside.